CN(C(OC1=CC2=C(N(N=N2)CC)C=C1)=O)C1=C(N=C(S1)C1=C(C=C(C=C1)C)OC)C (1-ethyl-1H-benzotriazol-5-yl) methyl(2-(2-methoxy-4-methylphenyl)-4-methyl-1,3-thiazol-5-yl)carbamate